N-(3,4-dihydroxyphenylethyl)-2-isopropyl-5,5-dimethylcyclohexanecarboxamide OC=1C=C(C=CC1O)CCNC(=O)C1C(CCC(C1)(C)C)C(C)C